{4-[3-(5-hydroxy-2,2-dimethyl-2H-chromen-6-yl)propanoyl]phenyl}oxidanesulfonic acid OC1=C2C=CC(OC2=CC=C1CCC(=O)C1=CC=C(C=C1)OS(=O)(=O)O)(C)C